3-((methylsulfonyl)amino)-2-((2-phenyl-1,3-thiazol-4-yl)methyl)piperidine-1-carboxylic acid isopropyl ester C(C)(C)OC(=O)N1C(C(CCC1)NS(=O)(=O)C)CC=1N=C(SC1)C1=CC=CC=C1